C(C)(C)(C)N(C(O)=O)C1=NC=C(C=C1)C=1OC(=NN1)CC1=CC=C(C=C1)C=1OC(=NN1)C(F)F.C(C)[C@@H]1C(C(N[C@@H]1CO)=O)(F)F (4s,5s)-4-ethyl-3,3-difluoro-5-(hydroxymethyl)pyrrolidin-2-one tert-butyl-(5-(5-(4-(5-(difluoromethyl)-1,3,4-oxadiazol-2-yl)benzyl)-1,3,4-oxadiazol-2-yl)pyridin-2-yl)carbamate